BrCC=1C=C(C(=O)[O-])C=CC1CBr 3,4-Dibromomethylbenzoate